ClC(=O)O[C@@H]1COCC1 (S)-tetrahydrofuran-3-yl chloroformate